Disodium Decanedioate C(CCCCCCCCC(=O)[O-])(=O)[O-].[Na+].[Na+]